ClC=1C=C(C=CC1)N1N=C(C2=C1C(N(CC2)C2=CC(=CC=C2)I)=O)C(=O)NCC 1-(3-Chlorophenyl)-N-ethyl-6-(3-iodophenyl)-7-oxo-4,5,6,7-tetrahydro-1H-pyrazolo[3,4-c]pyridine-3-carboxamide